BrC=1C(=NC=C(C1)Cl)CO (3-bromo-5-chloropyridin-2-yl)methanol